C(C)(C)C1=NC=CC(=C1N1C(N=C(C2=C1N=C(C(=C2)C#N)C2=C(C(=CC=C2)C)OC)N2C1(CC1)CNCC2)=O)C 1-(2-isopropyl-4-methylpyridin-3-yl)-7-(2-methoxy-3-methylphenyl)-2-oxo-4-(4,7-diazaspiro[2.5]oct-4-yl)-1,2-dihydropyrido[2,3-d]pyrimidine-6-carbonitrile